2-((4-ethoxyphenyl)amino)-N-(6-methoxy-2-methylpyridin-3-yl)-4-(trifluoromethyl)benzamide C(C)OC1=CC=C(C=C1)NC1=C(C(=O)NC=2C(=NC(=CC2)OC)C)C=CC(=C1)C(F)(F)F